C12NCC(C1N1C(=NC=3C(=NC=4C(=C(C(=CC4C31)Cl)C3=CC(=CC1=CC=CC=C31)O)F)N3CC(C3)N(C)C)CO)C2 4-(1-((endo)-2-azabicyclo[2.1.1]hexan-5-yl)-8-chloro-4-(3-(dimethylamino)-azetidin-1-yl)-6-fluoro-2-(hydroxymethyl)-1H-imidazo[4,5-c]quinolin-7-yl)naphthalen-2-ol